S(=O)(O)[O-].[Ca+2].S(=O)(O)[O-] Calcium hydrogensulfit